N-((1S,3s)-3-((R)-3-(4-(3-cyano-4-methoxypyrazolo[1,5-a]pyridin-6-yl)-1H-pyrazol-1-yl)pyrrolidine-1-carbonyl)cyclobutyl)acryl-amide C(#N)C=1C=NN2C1C(=CC(=C2)C=2C=NN(C2)[C@@H]2CN(CC2)C(=O)C2CC(C2)NC(C=C)=O)OC